[Br-].C1(=CC=C(C=C1)[S+](C1=CC=C(C=C1)C)C1=CC=C(C=C1)C)C Tri-p-tolyl-sulfonium bromide